tert-Butyl 4-(2-(nonyl(6-oxo-6-propoxyhexyl)amino)ethyl)piperidine-1-carboxylate C(CCCCCCCC)N(CCC1CCN(CC1)C(=O)OC(C)(C)C)CCCCCC(OCCC)=O